OC1=C(C=C(C=C1)C(C)(C)C=1C=CC(=C(C1)C1=CC=CC=C1)O)C1=CC=CC=C1 2,2-bis(2-hydroxy-5-biphenylyl)propane